ethyl (E)-3-(4-amino-2-chloropyrimidin-5-yl)acrylate NC1=NC(=NC=C1/C=C/C(=O)OCC)Cl